2-hydroxy-2-(4-nitrophenyl)-1-(4-tritylpiperazin-1-yl)ethanone OC(C(=O)N1CCN(CC1)C(C1=CC=CC=C1)(C1=CC=CC=C1)C1=CC=CC=C1)C1=CC=C(C=C1)[N+](=O)[O-]